N-({4-methyl-2-[6-methyl-3-(2H-1,2,3-triazol-2-yl)pyridine-2-carbonyl]-2-azabicyclo[3.1.1]hept-3-yl}methyl)-5-(trifluoromethyl)pyrazin-2-amine CC1C(N(C2CC1C2)C(=O)C2=NC(=CC=C2N2N=CC=N2)C)CNC2=NC=C(N=C2)C(F)(F)F